ClC1=CC=C(C=C1)NC=1C(=NC2=CC=CC=C2N1)C(=O)N 3-((4-Chlorophenyl)amino)quinoxaline-2-carboxamide